(2R,3R,4R,5R)-2-(acetoxymethyl)-5-azido-6-(nitrooxy)tetrahydro-2H-pyran-3,4-diyl diacetate C(C)(=O)O[C@H]1[C@H](OC([C@@H]([C@H]1OC(C)=O)N=[N+]=[N-])O[N+](=O)[O-])COC(C)=O